(R)-dimethyl((2-(6-methyl-1H-benzo[d]-imidazol-1-yl)-6-(3-methylmorpholino)-pyrimidin-4-yl)imino)-λ6-sulfanone CS(=O)(=NC1=NC(=NC(=C1)N1[C@@H](COCC1)C)N1C=NC2=C1C=C(C=C2)C)C